C(OC1=CC=2N(C3=CC=CC=C3C2C=C1)CC1=CC=C(CP(OCC)(OCC)=O)C=C1)([2H])([2H])[2H] Diethyl (4-((2-(methoxy-d3)-9H-carbazole-9-yl)methyl)benzyl)phosphonate